FC=1C=C(CN2N=CC(=C2)CNC2=NC=3N([C@H](C(N(C3C(=N2)C)C)=O)C)C)C=CC1F (7S)-2-(((1-(3,4-difluorobenzyl)-1H-pyrazol-4-yl)methyl)amino)-4,5,7,8-tetramethyl-7,8-dihydropteridin-6(5H)-one